1-(4-Bromo-3,5-difluorobenzene-1-sulfonyl)-4-fluoropiperidine BrC1=C(C=C(C=C1F)S(=O)(=O)N1CCC(CC1)F)F